S(=O)(=O)(OCC(CCCC)CC)[O-] 2-ethylhexyl sulphate